C(C)(=O)N[C@H]1CCC=2C=3C1=C1C(=NC3C=C(C2C)F)C2=CC3=C(C(N2C1)=O)COC([C@@]3(CC)N[C@@H](C(C)C)C(=O)O)=O.FC(C(=O)O)(F)F Trifluoroacetic acid (1S,9S)-1-acetamido-9-ethyl-5-fluoro-4-methyl-10,13-dioxo-2,3,9,10,13,15-hexahydro-1H,12H-benzo[de]pyrano[3',4':6,7]indolizino[1,2-b]quinolin-9-yl-L-valinate